FC1=CC=2N(C=C1C1CCN(CC1)S(=O)(=O)C=1C=NN(C1CN)C)N=CN2 (4-((4-(7-fluoro-[1,2,4]triazolo[1,5-a]pyridin-6-yl)piperidin-1-yl)sulfonyl)-1-methyl-1H-pyrazol-5-yl)methanamine